1-[5-tert-butyl-2-(2-methylpyridin-5-yl)-2H-pyrazol-3-yl]-3-[4-(2-(2-methylaminopyrimidin-4-yl)ethoxy)naphthalen-1-yl]-urea C(C)(C)(C)C=1C=C(N(N1)C=1C=CC(=NC1)C)NC(=O)NC1=CC=C(C2=CC=CC=C12)OCCC1=NC(=NC=C1)NC